ClC1=C(C(=O)N)C(=C(C(=N1)Cl)C=O)Cl 2,4,6-trichloro-5-formylnicotinamide